FCC(=O)N1CC[C@@H]2N(C([C@H](C1)NC([C@H](C)N(C(OC(C)(C)C)=O)C)=O)=O)[C@@H](CC2)C(N[C@H](C)C2=CC=C(C=C2)F)=O tert-butyl ((S)-1-(((5S,8S,10aR)-3-(2-fluoroacetyl)-8-(((R)-1-(4-fluorophenyl)ethyl)carbamoyl)-6-oxodecahydropyrrolo[1,2-a][1,5]diazocin-5-yl)amino)-1-oxopropan-2-yl)(methyl)carbamate